ClC=1C(=NC=CC1C1=C(C(=CC=C1)NC1=NC(=CC=C1F)C=O)Cl)C1=CC(=C(C=C1)CN(C(OC(C)(C)C)=O)C[C@H]1NC(CC1)=O)OC tert-butyl N-[[4-[3-chloro-4-[2-chloro-3-[(3-fluoro-6-formyl-2-pyridyl)amino]phenyl]-2-pyridyl]-2-methoxy-phenyl]methyl]-N-[[(2S)-5-oxopyrrolidin-2-yl]methyl]carbamate